FC1=C(C=C(C=C1)C(C=1C(=C2C=CNC2=C(C1F)F)F)O)C=1NC=C(N1)C1(CCOC2=C(C=CC=C12)CCC(=O)OCC)C Ethyl 3-[4-[2-[2-fluoro-5-[hydroxy-(4,6,7-trifluoro-1H-indol-5-yl)methyl]phenyl]-1H-imidazol-4-yl]-4-methyl-chroman-8-yl]propanoate